CNCCN1CCNCC1 Methyl(2-(piperazine-1-yl)ethyl)amine